1-[3-[(1s)-1-hydroxyethyl]-6-[5-[(6-methylpyridazin-3-yl)amino]benzimidazol-1-yl]-2-pyridyl]-5-methyl-pyrazole-3-carbonitrile O[C@@H](C)C=1C(=NC(=CC1)N1C=NC2=C1C=CC(=C2)NC=2N=NC(=CC2)C)N2N=C(C=C2C)C#N